(R)-3-methyl-5-(8-methyl-5,6,7,8-tetrahydro-[1,2,4]triazolo[4,3-a]pyrazin-3-yl)-1,2,4-thiadiazole CC1=NSC(=N1)C1=NN=C2N1CCN[C@@H]2C